C(C)(=O)C=1C(NC(NC1C)=O)C1=CC=C(C=C1)NC(C)=O 5-acetyl-6-methyl-4-(4'-acetamidophenyl)-3,4-dihydropyrimidin-2-one